6-chloro-3-(3,3-difluoro-4-methoxypyrrolidin-1-yl)-1H-pyrazolo[4,3-c]pyridine trifluoroacetate FC(C(=O)O)(F)F.ClC1=CC2=C(C=N1)C(=NN2)N2CC(C(C2)OC)(F)F